CC1=NC=NC=C1C(=O)NCC=1C=C2C(=C(NC2=CC1)C1=NC(=CC=C1)C)C 4-Methyl-N-[[3-methyl-2-(6-methyl-2-pyridinyl)-1H-indol-5-yl]methyl]pyrimidine-5-carboxamide